vinyl-N,N,N-trimethyl-ammonium chloride [Cl-].C(=C)[N+](C)(C)C